C[Se] The molecule is an organoselenium compound that is a selenium analogue of methanol, comprising a methyl group covalently bound to a selenol group. It has a role as a metabolite and an antineoplastic agent. It is a one-carbon compound and an organoselenium compound.